cyanotryptophan C(#N)N[C@@H](CC1=CNC2=CC=CC=C12)C(=O)O